N1C(=NC2=C1C=CC=C2)CN(C(=O)C=2C=CC1=C(CN(C([C@@H](N1)CC(=O)O)=O)C)C2)C (2S)-7-[[(1H-benzimidazol-2-ylmethyl)methylamino]carbonyl]-2,3,4,5-tetrahydro-4-methyl-3-oxo-1H-1,4-benzodiazepine-2-acetic acid